NC1=NC=C(C2=C1C(=C(N2C)C2=CC=C(C=C2)NC(C=C)=O)C2=CC(=C(C=C2)OC2=NC=C(C=N2)F)F)C#N N-(4-(4-amino-7-cyano-3-(3-fluoro-4-((5-fluoropyrimidin-2-yl)oxy)phenyl)-1-methyl-1H-pyrrolo[3,2-c]pyridin-2-yl)phenyl)acrylamide